trans-2-(hydroxymethyl)-N-[3-(2-methoxyphenyl)-1-[[2-(trimethylsilyl)ethoxy]methyl]pyrrolo[2,3-b]pyridin-6-yl]cyclopropane-1-carboxamide OC[C@H]1[C@@H](C1)C(=O)NC1=CC=C2C(=N1)N(C=C2C2=C(C=CC=C2)OC)COCC[Si](C)(C)C